9-[(2R,4S,SR)-4-[tert-butyl(dimethyl)silyl]oxy-5-[[tert-butyl(dimethyl)silyl]oxymethyl]-3,3-dideuterio-5-ethynyl-tetrahydrofuran-2-yl]-2-fluoro-purin-6-amine [Si](C)(C)(C(C)(C)C)O[C@H]1C([C@@H](O[C@@]1(C#C)CO[Si](C)(C)C(C)(C)C)N1C2=NC(=NC(=C2N=C1)N)F)([2H])[2H] |&1:12|